C(#N)\C=C(\C(=O)OCC)/[O-].[Na+].CC(C(=O)OC1(C2CC3CC(CC1C3)C2)CC)=C 2-ethyl-2-adamantanol methyl-acrylate Sodium (Z)-1-cyano-3-ethoxy-3-oxoprop-1-en-2-olate